C(C1=CC(=C(C(=C1)C)O)CO)C1=CC(=C(C(=C1)C)O)CO 4,4'-methylenebis(2-hydroxymethyl-6-methyl-phenol)